CC=1N(C=2N(C(C(=C(N2)C(F)(F)F)C=2C=NN(C2)CCC(F)(F)F)=O)C1)COCC[Si](C)(C)C 2-methyl-7-(trifluoromethyl)-6-[1-(3,3,3-trifluoropropyl)pyrazol-4-yl]-1-(2-trimethylsilylethoxymethyl)imidazo[1,2-a]pyrimidin-5-one